1-octaen-3-ol C=CC(CCCCC)O